Cl.NC=1N=C(C2=C(N1)C(=CS2)C2=CCC1(CC(NC1)C(=O)O)CC2)O[C@@H](C(F)(F)F)C2=C(C=C(C=C2)Cl)N2N=C(C=C2)C 8-(2-amino-4-((R)-1-(4-chloro-2-(3-methyl-1H-pyrazole-1-yl)phenyl)-2,2,2-trifluoroethoxy)thieno[3,2-d]pyrimidine-7-yl)-2-azaspiro[4.5]dec-7-ene-3-carboxylic acid hydrochloride